C(C)(C)(C)OC(CC=1C=NNC1)=O 2-(1H-pyrazol-4-yl)acetic acid tert-butyl ester